COC1=CC=C(CN2C(N3C(C4=C2C=C(C=N4)N4CCOCC4)=NN=C3C(C)C)=O)C=C1 6-(4-methoxybenzyl)-8-(morpholin-4-yl)-3-(propan-2-yl)pyrido[2,3-e][1,2,4]triazolo[4,3-c]pyrimidin-5(6H)-one